SCC(CSCCS)SCCS 2,2'-((3-mercaptopropane-1,2-diyl)bis(sulfanediyl))bis(ethane-1-thiol)